ClC1=CC(=C(C(=C1)C(NC)=O)NC(=O)C=1N(N=C(C1)C(F)(F)F)C1=CCCCC1)C N-[4-chloro-2-methyl-6-(methylcarbamoyl)phenyl]-2-(cyclohexen-1-yl)-5-(trifluoromethyl)pyrazole-3-carboxamide